FC1(CC(CC1)C(N)=N)F 3,3-difluorocyclopentane-1-carboximidamide